FC=1C=CC(=C(C(=O)N2[C@@H](COCC2)C)C1)C=1C=2N(C=C(C1)C1CN(C1)[C@@H](C(C)C)C1CCNCC1)C(=NC2F)C (3R)-4-[5-fluoro-2-(1-fluoro-3-methyl-6-{1-[(1S)-2-methyl-1-(piperidin-4-yl)propyl]azetidin-3-yl}imidazo[1,5-a]pyridin-8-yl)benzoyl]-3-methylmorpholine